3,3'-carbonylbis(7-dibutylaminocoumarin) C(=O)(C=1C(OC2=CC(=CC=C2C1)N(CCCC)CCCC)=O)C=1C(OC2=CC(=CC=C2C1)N(CCCC)CCCC)=O